2,2,2-Trifluoroethyl 2-(2-cyclopentyl-1-piperidyl)-2-oxo-acetate C1(CCCC1)C1N(CCCC1)C(C(=O)OCC(F)(F)F)=O